NC=1C=C(C=NC1)[C@@H](C1CC1)NC(OC(C)(C)C)=O tert-butyl (R)-((5-aminopyridin-3-yl)(cyclopropyl)methyl)carbamate